BrC1CCCC12CNC(C1=CC=CC=C21)=O 2-bromo-2',3'-dihydro-1'H-spiro[cyclopentane-1,4'-isoquinoline]-1'-one